Bipyrazolyl hydrochloride Cl.N1=NC(C=C1)=C1N=NC=C1